2-((Benzyloxy)methyl)-7-methoxy-6-(4-methoxytetrahydro-2H-pyran-4-yl)quinazolin-4-ol C(C1=CC=CC=C1)OCC1=NC2=CC(=C(C=C2C(=N1)O)C1(CCOCC1)OC)OC